CC(=O)N[C@@H]1[C@H]([C@H]([C@H](O[C@@H]1O)CO)O)O[C@H]2[C@@H]([C@H]([C@H]([C@H](O2)CO)O)O[C@@]3(C[C@@H]([C@H]([C@@H](O3)[C@@H]([C@@H](CO)O)O)O)O)C(=O)O)O The molecule is an amino trisaccharide consisting of alpha-KDN, beta-D-galactose and N-acetyl-alpha-D-galactosamine residues linked sequentially (2->3) and (1->3). It has a role as an epitope. It is an amino trisaccharide and a galactosamine oligosaccharide.